C1NCC12CN(CC2)C2=NC=NC=C2OC2=C(C(=O)N(C)C(C)C)C=C(C=C2)F 2-((4-(2,6-diazaspiro[3.4]octan-6-yl)pyrimidin-5-yl)oxy)-5-fluoro-N-isopropyl-N-methylbenzamide